C(CCC)C1=CC=C(C=C1)C(C)C1=CC=2NC3=CC=CC=C3SC2C=C1 2-(1-(4-butylphenyl)ethyl)-10H-phenothiazine